glyceryl mono-erucate C(CCCCCCCCCCC\C=C/CCCCCCCC)(=O)OCC(O)CO